3-[2,6-difluoro-4-[5-methyl-3-(2-methyl-4-pyridyl)-1H-pyrazol-4-yl]phenyl]-3,9-diazaspiro[5.5]undecan-10-one FC1=C(C(=CC(=C1)C=1C(=NNC1C)C1=CC(=NC=C1)C)F)N1CCC2(CC1)CCNC(C2)=O